Trans-2,2-dichloro-3-(4-fluorophenyl)cyclopropane-1-carboxylic acid ClC1([C@H]([C@@H]1C1=CC=C(C=C1)F)C(=O)O)Cl